FC=1C=C2C(C(=CN3C2=C(C1F)OC([C@@H]3C)=O)C(=O)O)=O (S)-9,10-difluoro-3-methyl-7-oxo-2,3-dihydro-7H-[1,4]Oxazino[2,3,4-ij]Quinolone-6-carboxylic acid